CN1C(N(C=2C(=NC(=CC21)C=2C=CC=C1C=C(N=CC21)C=2C=CC(=NC2)C(=O)NCC#CC=2C=CC1=C(C(=CO1)C1C(NC(CC1)=O)=O)C2)N2CCOCC2)C)=O 5-(8-(1,3-dimethyl-4-morpholino-2-oxo-2,3-dihydro-1H-imidazo[4,5-c]pyridin-6-yl)isoquinolin-3-yl)-N-(3-(3-(2,6-dioxopiperidin-3-yl)benzofuran-5-yl)prop-2-yn-1-yl)picolinamide